C1(=CC=CC=C1)P(CCCCCCP(C1=CC=CC=C1)C1=CC=CC=C1)C1=CC=CC=C1 1,6-bis-diphenylphosphinohexane